N1CC(C1)CN1C=NC=C1 1-[(azetidin-3-yl)methyl]-1H-imidazole